(S)-7-((2-methoxynaphthalen-1-yl)methyl)-2-((1-methylpyrrolidin-2-yl)methoxy)imidazo[2,1-f][1,2,4]triazin-4-ol COC1=C(C2=CC=CC=C2C=C1)CC1=CN=C2C(=NC(=NN21)OC[C@H]2N(CCC2)C)O